N-((3S,4S)-3-((6-(2,6-difluoro-3,5-di-methoxyphenyl)-8-phenylpyrido[3,4-d]pyrimidin-2-yl)amino)tetrahydro-2H-pyran-4-yl)acrylamide FC1=C(C(=C(C=C1OC)OC)F)C1=CC2=C(N=C(N=C2)N[C@@H]2COCC[C@@H]2NC(C=C)=O)C(=N1)C1=CC=CC=C1